CC1CNCC1=O 3-methyl-4-oxopyrrolidin